Cl.N1[C@@H]2[C@H](C[C@H]1C(=O)OCC1=CC=CC=C1)CCC2 (2S,3aS,6aS)-benzyl octahydrocyclopenta[b]pyrrole-2-carboxylate HCl salt